methyl (2S,4S)-4-(difluoromethoxy)-1-((4-phenoxybenzoyl)glycyl)pyrrolidine-2-carboxylate FC(O[C@H]1C[C@H](N(C1)C(CNC(C1=CC=C(C=C1)OC1=CC=CC=C1)=O)=O)C(=O)OC)F